C12(CC(C1)C2)N2C=C(C=1N=C(N=CC12)Cl)N1CC(C(C1)(F)F)(F)F 5-(bicyclo[1.1.1]pentan-1-yl)-2-chloro-7-(3,3,4,4-tetrafluoropyrrolidin-1-yl)-5H-pyrrolo[3,2-d]pyrimidine